ethyl 2-(6-chloro-1-oxo-spiro[3H-isoquinoline-4,1'-cyclopropane]-2-yl)acetate ClC=1C=C2C(=CC1)C(N(CC21CC1)CC(=O)OCC)=O